C1(CCCC1)OC=1C=C(C=CC1OC)/C=C/C(=O)O E-3-(3-(cyclopentyloxy)-4-methoxyphenyl)acrylic acid